(5RS)-3-Oxo-2-(2,4,5-trimethylbenzyl)-2,3,5,6,7,8-hexahydro[1,2,4]triazolo[4,3-a]pyridin O=C1N(N=C2N1CCCC2)CC2=C(C=C(C(=C2)C)C)C